5-[[2-(5-Chloro-2-hydroxy-phenyl)acetyl]amino]-2-methoxy-benzoic Acid ClC=1C=CC(=C(C1)CC(=O)NC=1C=CC(=C(C(=O)O)C1)OC)O